FC(S(=O)(=O)OC1=CC=2C(=NC=NC2CC1)N1C[C@@H](CCC1)NC(=O)OCC1=CC=CC=C1)(F)F (R)-4-(3-(((benzyloxy) carbonyl) amino) piperidin-1-yl)-7,8-dihydroquinazolin-6-yl trifluoromethanesulfonate